NC1=NN2C(N=CC=C2)=C1C(=O)NC(C)C=1C=C(C=2N(C1C1=CC=CC=C1)N=NC2)Cl 2-Amino-N-(1-(4-chloro-7-phenyl-[1,2,3]triazolo[1,5-a]pyridin-6-yl)ethyl)pyrazolo[1,5-a]pyrimidine-3-carboxamide